C(O)C(C(=O)OCC1=CC=C(C(=O)C2=CC=CC=C2)C=C1)=C 4-(2-methylolacryloxy)methylbenzophenone